6-(((2R,4R)-4-(tert-butoxycarbonyl)-1-(3-chloro-2-fluorobenzyl)-2-methylpiperidin-4-yl)methyl)-2-chloro-3-fluoroisonicotinic acid C(C)(C)(C)OC(=O)[C@]1(C[C@H](N(CC1)CC1=C(C(=CC=C1)Cl)F)C)CC=1N=C(C(=C(C(=O)O)C1)F)Cl